((6-methoxy-2-methyl-1,2,3,4-tetrahydroisoquinolin-7-yl)amino)-5-((2-(methylcarbamoyl)phenyl)amino)-1,2,4-triazine-6-carboxamide COC=1C=C2CCN(CC2=CC1NC=1N=NC(=C(N1)NC1=C(C=CC=C1)C(NC)=O)C(=O)N)C